Cl.FC=1C=NC(=NC1)C=1C=C(C=CC1C)NC(=O)[C@@H]1N[C@@H]2C[C@@H]2C1 (1R,3R,5R)-N-(3-(5-fluoropyrimidin-2-yl)-4-methylphenyl)-2-azabicyclo[3.1.0]hexane-3-carboxamide hydrochloride